N-(6-(1-cyanospiro[2.2]pentan-1-yl)isoquinolin-3-yl)cyclopropanecarboxamide C(#N)C1(CC12CC2)C=2C=C1C=C(N=CC1=CC2)NC(=O)C2CC2